1-(2-(4-fluoropiperidin-1-yl)ethyl)-4-hydroxy-2-oxo-N-(spiro[2.5]octan-6-yl)-1,2-dihydro-1,8-naphthyridine-3-carboxamide FC1CCN(CC1)CCN1C(C(=C(C2=CC=CN=C12)O)C(=O)NC1CCC2(CC2)CC1)=O